NC([C@H](C[C@H]1C(NCCC1)=O)NC(=O)C1N(CC2(C1)CCCCC2)C(=O)C=2NC1=CC=CC(=C1C2)Cl)=O N-((S)-1-amino-1-oxo-3-((S)-2-oxopiperidin-3-yl)propan-2-yl)-2-(4-chloro-1H-indole-2-carbonyl)-2-azaspiro[4.5]decane-3-carboxamide